3-(4-Chloro-1H-pyrrolo[2,3-b]pyridin-2-yl)benzonitrile ClC1=C2C(=NC=C1)NC(=C2)C=2C=C(C#N)C=CC2